O=C1CC[C@H](O1)C(=O)O (S)-5-oxotetrahydrofuran-2-carboxylic acid